ClC1=C(C=C(C=C1)[C@]12[C@@H]([C@H]([C@@H]([C@](CO1)(O2)[C@@H](C)O)O)O)O)CC2=CC=C(C=C2)OCC (1R,2S,3S,4R,5S)-5-(4-chloro-3-(4-ethoxybenzyl)phenyl)-1-((1R)-1-hydroxyethyl)-6,8-dioxabicyclo[3.2.1]octane-2,3,4-triol